C(CCCC)(=O)CC(=O)OC methyl valerylacetate